cyclopentyl-succinic benzyl ester C(C1=CC=CC=C1)OC(C(CC(=O)O)C1CCCC1)=O